2-(4-((2,3-Dihydrobenzo[b][1,4]dioxin-6-yl)oxy)piperidin-1-yl-4-d)-3-methyl-6,7-dihydro-5H-pyrrolo[3,4-b]pyridin-5-one O1C2=C(OCC1)C=C(C=C2)OC2(CCN(CC2)C2=C(C=C1C(=N2)CNC1=O)C)[2H]